2'-cyano-4'-(trifluoromethyl)-[1,1'-biphenyl]-4-carboxylic acid C(#N)C1=C(C=CC(=C1)C(F)(F)F)C1=CC=C(C=C1)C(=O)O